The molecule is a 2-monoglyceride where the acyl group is tetradecanoyl (myristoyl). It is a 2-monoglyceride, a monoacylglycerol 14:0 and a tetradecanoate ester. CCCCCCCCCCCCCC(=O)OC(CO)CO